6-N-methyl-lysine hexyl-2-methylbutanoate (hexyl-methylbutanoate) C(CCCCC)C(C(=O)O)(CC)C.C(CCCCC)C(C(=O)O)(CC)C.CNCCCC[C@H](N)C(=O)O